ClC=1C=CC(=NC1)C1=CC=C(C=C1)C=1C2=CC=CC=C2C=2C=CC=CC2C1 5-chloro-2-{4-(phenanthrene-9-yl)phenyl}pyridine